OC1CCC(CC1)N1C2=NC(=NC=C2N(C1=O)C)NC=1C=C2C(=CC=NC2=CC1C)OC 9-((1r,4r)-4-hydroxycyclohexyl)-2-((4-methoxy-7-methylquinolin-6-yl)amino)-7-methyl-7,9-dihydro-8H-purin-8-one